N-((6-bromopyridazin-3-yl)-methyl)-1-cyclopropyl-2-meth-oxyethan-1-amine BrC1=CC=C(N=N1)CNC(COC)C1CC1